2-(6-{5-chloro-2-[(oxan-4-yl)amino]pyrimidin-4-yl}-1-oxo-2,3-dihydro-1H-isoindol-2-yl)-N-(2,3-dihydro-1-benzofuran-3-yl)acetamide ClC=1C(=NC(=NC1)NC1CCOCC1)C1=CC=C2CN(C(C2=C1)=O)CC(=O)NC1COC2=C1C=CC=C2